CN(C)CC1CN(CCC1(O)C=1C=C(C#N)C=CC1)CCC1=CSC=C1 3-(3-((dimethylamino)methyl)-4-hydroxy-1-(2-(thiophen-3-yl)ethyl)piperidin-4-yl)benzonitrile